2-chloro-9,10-anthraquinone ClC1=CC=2C(C3=CC=CC=C3C(C2C=C1)=O)=O